(R)-N-((S)-5-ethynyl-1'-(8-iodoimidazo[1,2-c]pyrimidin-5-yl)-1,3-dihydrospiro[inden-2,4'-piperidin]-1-yl)-2-methylpropan-2-sulfinamide C(#C)C=1C=C2CC3(CCN(CC3)C3=NC=C(C=4N3C=CN4)I)[C@@H](C2=CC1)N[S@](=O)C(C)(C)C